(S)-3-(4-chlorophenoxy)-1-methylpyrrolidine ClC1=CC=C(O[C@@H]2CN(CC2)C)C=C1